OC[C@]1(CN(CCO1)C(=O)OC(C)(C)C)C tert-butyl (2R)-2-(hydroxymethyl)-2-methylmorpholin-4-carboxylate